3-(2-bromobenzylidene)benzofuran-2(3H)-one BrC1=C(C=C2C(OC3=C2C=CC=C3)=O)C=CC=C1